N(=[N+]=[N-])CCF azido-2-fluoroethane